FC(C1=NN(C=C1C(=O)NC(C=1C=C(C=CC1)C)C=1SC(=C(N1)C)C)C)F 3-(difluoromethyl)-N-((4,5-dimethylthiazol-2-yl)(m-tolyl)methyl)-1-methyl-1H-pyrazole-4-carboxamide